(S)-3-(naphthalen-1-yl)-2-oxo-1-phenylimidazoline-4-carbonitrile C1(=CC=CC2=CC=CC=C12)N1C(N(C[C@H]1C#N)C1=CC=CC=C1)=O